2,6-diaminobenzo[1,2-b:4,5-b']difuran-3,7-dinitrile NC1=C(C=2C(O1)=CC1=C(OC(=C1C#N)N)C2)C#N